C(CCC)OCCOCCOC=C(C)C1=CC=C(C=C1)C(=COCCCC)C 1-(1-(2-(2-butoxyethoxy)ethoxy)prop-1-en-2-yl)-4-(1-butoxyprop-1-en-2-yl)benzene